FC1=C(C(=O)N2CCN(CC2)C(CCCCCCCCC(=O)NCCOC2=CC=C(C=C2)C2CCN(CC2)S(=O)(=O)C2=CC=C(C(=O)NCC(=O)OC(C)(C)C)C=C2)=O)C=C(C=C1)CC1=NNC(C2=CC=CC=C12)=O tert-butyl 2-(4-((4-(4-(2-(10-(4-(2-fluoro-5-((4-oxo-3,4-dihydrophthalazin-1-yl)methyl)benzoyl)piperazin-1-yl)-10-oxodecanamido)ethoxy)phenyl)piperidin-1-yl)sulfonyl)benzamido)acetate